ClC1=CC=C(C(=N1)N1CCOCC1)N 6-chloro-2-morpholinopyridin-3-amine